(4-(3-hydroxyoxetan-3-yl)phenyl)(4-(3-(trifluoromethyl)phenyl)piperidin-1-yl)methanone tin(II) isononanoate C(CCCCCC(C)C)(=O)[O-].[Sn+2].OC1(COC1)C1=CC=C(C=C1)C(=O)N1CCC(CC1)C1=CC(=CC=C1)C(F)(F)F.C(CCCCCC(C)C)(=O)[O-]